(S)-3-(6-methylpyrazin-2-yl)isoxazolidine-2-carboxylic acid tert-butyl ester C(C)(C)(C)OC(=O)N1OCC[C@H]1C1=NC(=CN=C1)C